ClC=1C=C(C=CC1)C1=C(SC=2N1C(C=CN2)=O)C2=NC(=NC=C2)Cl 3-(3-Chloro-phenyl)-2-(2-chloro-pyrimidin-4-yl)-thiazolo[3,2-a]pyrimidin-5-one